C(C)OC1=C(C(=O)NC2=CC=C(C=C2)C(\C=C\C2=CC=C(C=C2)N(C)CCO)=O)C=CC=C1 2-Ethoxy-N-[4-[(E)-3-[4-[2-hydroxyethyl(methyl)amino]phenyl]prop-2-enoyl]phenyl]benzamide